CC=1C(=NC=NC1C)N1CCN(CC1)CC=1OC2=C(N1)C(=CC=C2)F ((4-(5,6-dimethylpyrimidin-4-yl)piperazin-1-yl)methyl)-4-fluorobenzo[d]oxazole